4-methyl-5-(2-(methylaminopyrimidin-4-yl)thiazol-2-yl)-3-(4-((4-methylpiperidin-1-yl)methyl)-3-(trifluoromethyl)phenyl)urea CC1(C(C=C(C=C1C1(SC=CN1)C1=NC(=NC=C1)NC)NC(N)=O)C(F)(F)F)CN1CCC(CC1)C